COC1=C(C=CC(=N1)C1=CC=C(N=N1)N(C1CC2CCC(C1)N2C(=O)OC(C)(C)C)C)C=2N=NN(C2)C tert-butyl 3-({6-[6-methoxy-5-(1-methyl-1,2,3-triazol-4-yl)pyridin-2-yl]pyridazin-3-yl}(methyl)amino)-8-azabicyclo[3.2.1]octane-8-carboxylate